BrC1=CC=2N(S(CC2C=C1)(=O)=O)C 6-bromo-1-methyl-1,3-dihydro-2λ<6>-benzo[2,1-c][1,2]thiazole-2,2-dione